C1(CC1)N[C@H]1[C@H](CC1)C1=C(C=C(C=C1)Cl)Cl cis-N-cyclopropanyl-2-(2,4-dichlorophenyl)cyclobutane-1-amine